2,4,6-trichloro-5-nitro-pyrimidine ClC1=NC(=C(C(=N1)Cl)[N+](=O)[O-])Cl